BrC=1N=C(C=2N(C1)N=C(N2)CC2=NC(=CC=C2)OC)N(CC2=CC=C(C=C2)OC)CC2=CC=C(C=C2)OC 6-bromo-N,N-bis(4-methoxybenzyl)-2-((6-methoxypyridin-2-yl)methyl)-[1,2,4]triazolo[1,5-a]pyrazin-8-amine